2,4,5-trifluorobenzene-1-carbonyl cyanide FC1=C(C=C(C(=C1)F)F)C(=O)C#N